C1(CC1)C=1C=C(C=2N(C1)C=C(N2)[C@@H](C)NC2=CC(=NC=N2)NC(=O)[C@@H]2[C@H](C2)C2=NC=CC(=N2)C)N2C(N(C(C2)=O)C)=O (1S,2S)-N-(6-(((R)-1-(6-cyclopropyl-8-(3-methyl-2,4-dioxoimidazolidin-1-yl)imidazo[1,2-a]pyridin-2-yl)ethyl)amino)pyrimidin-4-yl)-2-(4-methylpyrimidin-2-yl)cyclopropane-1-carboxamide